CC1=CC(=NN1)NC1=NC(=C2C=CC=NC2=C1)NC1C2CN(CC12)CCC#N 3-(endo-6-((7-((5-methyl-1H-pyrazol-3-yl)amino)-1,6-naphthyridin-5-yl)amino)-3-azabicyclo[3.1.0]hex-3-yl)propionitrile